CCCCCCCCCC/C=C\\CCCCCCCCCC(=O)O The molecule is a docosenoic acid having a cis-double bond at position 11. It has a role as a Daphnia tenebrosa metabolite. It is a conjugate acid of a cetoleate.